Cl.NCCSSCCC(=O)O 3-((2-aminoethyl)disulfaneyl)propanoic acid hydrochloride